(3-(4-Methyl-1H-imidazol-1-yl)-5-(trifluoromethyl)phenyl)-5-((6-morpholinoimidazo[1,2-b]pyridazin-3-yl)ethynyl)nicotinamide CC=1N=CN(C1)C=1C=C(C=C(C1)C(F)(F)F)C1=C(C(=O)N)C=C(C=N1)C#CC1=CN=C2N1N=C(C=C2)N2CCOCC2